OC1=C(C(=O)O)C=C(C=C1)N1C=CC=C1 2-hydroxy-5-(1H-pyrrole-1-yl)benzoic acid